ClC1=C(COC=2C=C3CCC(C3=CC2)N2C(CC(CC2C)C(=O)OCC)C)C(=CC=C1)Cl ethyl 1-(5-((2,6-dichlorobenzyl)oxy)-2,3-dihydro-1H-inden-1-yl)-2,6-dimethylpiperidine-4-carboxylate